OC(=O)C(F)(F)F.ONC(C1=CC=C(C=C1)CCN1CCC(CC1)CNC1C(C1)C1=CC=CC=C1)=O N-hydroxy-4-(2-(4-(((2-phenylcyclopropyl)amino)methyl)piperidin-1-yl)ethyl)benzamide TFA salt